COC1CCN(CC1)CC=1C=C2C(NC(=NC2=C(C1)C)C1=CC2=C(C=N1)C=CS2)=O 6-[(4-methoxy-1-piperidinyl)methyl]-8-methyl-2-thieno[3,2-c]pyridin-6-yl-3H-quinazolin-4-one